6-(4-methoxybenzyl)-3-(3-fluorobenzyl)-1,2,3,4,6,8,9,10-octahydro-5H-pyrido[3,4-e]pyrimido[1,2-a]pyrimidin-5-one COC1=CC=C(CN2C=3N(C4=C(C2=O)CN(CC4)CC4=CC(=CC=C4)F)CCCN3)C=C1